OC1=C(C(=CC(=C1)S(=O)(=O)O)S(=O)(=O)O)O 1,2-dihydroxy-3,5-benzenedisulfonic acid